C(C)C=1C(NC2=CC(=CN=C2C1)CN1CCN(CC1)C(=O)C1CC(CC1)=O)=O 3-ethyl-7-((4-(3-oxocyclopentane-1-carbonyl)piperazin-1-yl)methyl)-1,5-naphthyridin-2(1H)-one